C12(CC(C1)C2)N2C=C(C1=CC=CC=C21)C2=NC(=NC=C2C#N)NC=C(C(=O)N)C2=C(C=C(C=C2)OC)N(C)CCN(C)C ((4-(1-(bicyclo[1.1.1]pentan-1-yl)-1H-indol-3-yl)-5-cyanopyrimidin-2-yl)amino)-2-(((2-(dimethylamino)ethyl)(methyl)amino)-4-methoxyphenyl)acrylamide